C12CCC(C=C1)C2 bicyclo[2.2.1]hept-5-en